ONC(\C=C\C1=C(C=CC=C1)N1CCN(CC1)S(=O)(=O)C=1N=CN(C1)C)=O (E)-N-hydroxy-3-(2-(4-((1-methyl-1H-imidazol-4-yl)sulfonyl)piperazin-1-yl)phenyl)acrylamide